tert-butyl ((3S,4S)-1-(5-(6-ethoxy-1H-pyrazolo[3',4':3,4]pyrazolo[1,5-a]pyridin-4-yl)pyridin-2-yl)-3-hydroxy piperidin-4-yl)carbamate C(C)OC=1C=C(C=2N(C1)N=C1C2C=NN1)C=1C=CC(=NC1)N1C[C@@H]([C@H](CC1)NC(OC(C)(C)C)=O)O